2-isobutoxybenzaldehyde C(C(C)C)OC1=C(C=O)C=CC=C1